tantalum penta(dimethylamide) C[N-]C.C[N-]C.C[N-]C.C[N-]C.C[N-]C.[Ta+5]